2-methyl-2-(4-(4,4,5,5-tetramethyl-1,3,2-dioxaborolan-2-yl)-1H-pyrazol-1-yl)propanenitrile CC(C#N)(C)N1N=CC(=C1)B1OC(C(O1)(C)C)(C)C